3-(5-(1,3,4-oxadiazol-2-yl)pyridin-3-yl)phenyl dibutylcarbamate C(CCC)N(C(OC1=CC(=CC=C1)C=1C=NC=C(C1)C=1OC=NN1)=O)CCCC